(R)-1-(3,5-bis(trifluoromethyl)phenyl)-3-(6-(3-(2-ethoxyphenoxy)piperidin-1-yl)pyrazin-2-yl)urea FC(C=1C=C(C=C(C1)C(F)(F)F)NC(=O)NC1=NC(=CN=C1)N1C[C@@H](CCC1)OC1=C(C=CC=C1)OCC)(F)F